N1CCC(CC1)C(=O)N1CCC(CC1)COC1=CC=C(C=C1)[C@@H]1C(NC(CC1)=O)=O |r| rac-(R)-3-(4-((1-(piperidine-4-carbonyl)piperidin-4-yl)methoxy)phenyl)piperidine-2,6-dione